1-(2,6-dichlorophenyl)-4-((4-(5-ethyl-1H-1,2,4-triazol-1-yl)phenyl)amino)-1H-pyrazole-3-carboxamide ClC1=C(C(=CC=C1)Cl)N1N=C(C(=C1)NC1=CC=C(C=C1)N1N=CN=C1CC)C(=O)N